COC=1C=C(C=CC1OC)[C@@]12CCN([C@H]2C=C(CC1)OC(C(CCCC)CC)=O)C.OC1=C(C=CC=C1)N1CCNCC1 4-(hydroxyphenyl)piperazine (3aS,7aS)-3a-(3,4-dimethoxyphenyl)-1-methyl-2,3,3a,4,5,7a-hexahydro-1H-indol-6-yl-2-ethylhexanoate